ClC1=C(C=C(C=C1)N1CC(C2=NC(=CC=C21)C(=O)N2C(CN(CC2)C=2C=NC(=C(C(=O)OC)C2)OC)(C)C)(C)C)F methyl 5-(4-(1-(4-chloro-3-fluorophenyl)-3,3-dimethyl-2,3-dihydro-1H-pyrrolo[3,2-b]pyridine-5-carbonyl)-3,3-dimethylpiperazin-1-yl)-2-methoxynicotinate